1-[([1,1'-biphenyl]-2-yl)oxy]-3-(2-undecyl-1H-imidazole-1-yl)propan-2-ol C1(=C(C=CC=C1)OCC(CN1C(=NC=C1)CCCCCCCCCCC)O)C1=CC=CC=C1